2-(Dimethylamino)ethyl {4-[2-(4-fluorophenyl)-4-oxo-1,3-thiazolidin-3-yl]-3-methylphenoxy}acetate FC1=CC=C(C=C1)C1SCC(N1C1=C(C=C(OCC(=O)OCCN(C)C)C=C1)C)=O